(4-(1-(4-(4-(3-(4-chloro-3-cyclopropyl-1H-pyrrolo[2,3-b]pyridin-5-yl)phenyl)-3-oxopiperazin-1-yl)butyl)piperidin-4-yl)phenyl)piperidine-2,6-dione ClC1=C2C(=NC=C1C=1C=C(C=CC1)N1C(CN(CC1)CCCCN1CCC(CC1)C1=CC=C(C=C1)N1C(CCCC1=O)=O)=O)NC=C2C2CC2